N1=C(C=CC=C1)N1CCN(CC1)C(=O)NC1=C(N=NS1)C(=O)O 5-(4-(Pyridin-2-yl)piperazine-1-carboxamido)-1,2,3-thiadiazole-4-carboxylic acid